3-isopropyl-5-(4-(((7-methyl-5-(4-(methylsulfonyl)phenyl)thiazolo[5,4-b]pyridin-2-yl)oxy)methyl)piperidin-1-yl)-1,2,4-oxadiazol C(C)(C)C1=NOC(=N1)N1CCC(CC1)COC=1SC2=NC(=CC(=C2N1)C)C1=CC=C(C=C1)S(=O)(=O)C